C(C)(C)(C)OC(=O)NCCC1=C(NC2=CC(=CC(=C12)C(=O)OC)F)C1=CC=C(C=C1)CNC(=O)OC(C)(C)C N-(tert-butoxycarbonyl)-2-(4-(N-tert-Butoxycarbonylaminomethyl)phenyl)-6-fluoro-4-(methoxycarbonyl)tryptamine